[1,3]dioxol-4-carbonitrile O1COC(=C1)C#N